Methyl 4-((7R,8aR)-7-fluoro-2-((5-methoxy-7-methyl-1-tosyl-1H-indol-4-yl)methyl)-1,4-dioxooctahydropyrrolo[1,2-a]pyrazin-3-yl)benzoate F[C@@H]1C[C@H]2N(C(C(N(C2=O)CC2=C3C=CN(C3=C(C=C2OC)C)S(=O)(=O)C2=CC=C(C)C=C2)C2=CC=C(C(=O)OC)C=C2)=O)C1